5-[3-[(1R)-1-[4-(2,2-difluoroethoxy)-2-pyridyl]-2,2-difluoro-ethoxy]-1-methyl-pyrazolo[3,4-c]pyridazin-5-yl]-1H-pyrimidine-2,4-dione FC(COC1=CC(=NC=C1)[C@H](C(F)F)OC1=NN(C2=NN=C(C=C21)C=2C(NC(NC2)=O)=O)C)F